tartaric acid di(2-ethylhexyl) ester C(C)C(COC(C(O)C(O)C(=O)OCC(CCCC)CC)=O)CCCC